C(C1=CC=CC=C1)C=1C=C(C=CC1)CCC(=O)O 3-(3-benzylphenyl)propanoic acid